tert-butyl (2-(2-((2-hydroxyethyl)(methyl)amino)ethoxy)ethyl)carbamate OCCN(CCOCCNC(OC(C)(C)C)=O)C